methyl 6-bromo-4-oxo-3H-phthalazine-1-carboxylate BrC=1C=C2C(NN=C(C2=CC1)C(=O)OC)=O